(2-Aminoethyl)aminonaphthalene-1-sulfonate sodium salt [Na+].NCCNC1=C(C2=CC=CC=C2C=C1)S(=O)(=O)[O-]